C(C)[C@]1(C(OCC=2C(N3CC=4C(=NC=5C=C(C(=CC5C4CNC(=O)NC)OC)F)C3=CC21)=O)=O)O (S)-1-((4-ethyl-8-fluoro-4-hydroxy-9-methoxy-3,14-dioxo-3,4,12,14-tetrahydro-1H-pyrano-[3',4':6,7]indolizino[1,2-b]quinolin-11-yl)methyl)-3-methylurea